CC(=O)N[C@@H]1[C@H]([C@@H]([C@H](O[C@H]1OC[C@@H]2[C@H]([C@@H]([C@@H](C(O2)O)O)O)O)CO)O)O The molecule is an amino disaccharide consisting of 2-acetamido-beta-D-glucopyranose and D-mannopyranose residues joined in sequence by a (1->6) glycosidic bond. It is an amino disaccharide, a member of acetamides, a glycosylmannose derivative and a glucosamine oligosaccharide.